NN1C(C(CC1C1CC1)O[Si](C)(C)C(C)(C)C)=O 1-amino-3-[tert-butyl-(dimethyl)silyl]oxy-5-cyclopropyl-pyrrolidin-2-one